COC1=NC=C(C(=N1)OC)C=1C=C(C=2N(N1)C=CN2)N2CC(C(C2)(F)F)O 1-(6-(2,4-dimethoxypyrimidin-5-yl)imidazo[1,2-b]pyridazin-8-yl)-4,4-difluoropyrrolidin-3-ol